3-(trifluoromethyl)-5-((6-(4-(5-(trifluoromethyl)pyrimidin-2-yl)piperazine-1-carbonyl)-2-azaspiro[3.3]heptane-2-yl)methyl)pyridin-2(1H)-one FC(C=1C(NC=C(C1)CN1CC2(C1)CC(C2)C(=O)N2CCN(CC2)C2=NC=C(C=N2)C(F)(F)F)=O)(F)F